N-(4-Cyanophenylmethyl)-4-(2-diphenyl)-1-piperazinehexanamide C1CN(CCN1CCCCCC(=O)NCC2=CC=C(C=C2)C#N)C3=CC=CC=C3C4=CC=CC=C4